ethyl (S)-3-(8-(2-chloro-4-cyanophenyl)quinolin-5-yl)-2-(2,6-dichloro-4-iodobenzamido)propanoate ClC1=C(C=CC(=C1)C#N)C=1C=CC(=C2C=CC=NC12)C[C@@H](C(=O)OCC)NC(C1=C(C=C(C=C1Cl)I)Cl)=O